O=C(C(=O)O)C1=CC(=CC=C1)C(F)(F)F 2-oxo-2-(3-(trifluoromethyl)phenyl)acetic acid